benzyl (2S)-2-(cyanomethyl)-4-[7-[3-fluoro-2-(trifluoromethyl)phenyl]-2-methylsulfanyl-6,8-dihydro-5H-pyrido[3,4-d]pyrimidin-4-yl]piperazine-1-carboxylate C(#N)C[C@@H]1N(CCN(C1)C=1C2=C(N=C(N1)SC)CN(CC2)C2=C(C(=CC=C2)F)C(F)(F)F)C(=O)OCC2=CC=CC=C2